[C@@H]12[C@@H](C[C@@H](CC1)C2)CNCC=2C=CC=1N(C2)C=C(N1)CNC(=O)C=1N=C2N(C(C1)=O)C=CC=C2 N-[[6-[[[(1R,2R,4S)-norbornan-2-yl]methylamino]methyl]imidazo[1,2-a]pyridin-2-yl]methyl]-4-oxo-pyrido[1,2-a]pyrimidine-2-carboxamide